N-(2-bromo-3-fluorophenyl)-4-hydroxy-2-oxo-1,2,5,6-tetrahydropyridine-3-carbothioamide BrC1=C(C=CC=C1F)NC(=S)C=1C(NCCC1O)=O